4-(5-methyl-1H-1,2,3-triazol-1-yl)benzonitrile CC1=CN=NN1C1=CC=C(C#N)C=C1